CC1(CC1)OC=1C=C2C(=NNC2=CC1)C1=CC(=NC=N1)N1CCN(CC1)CC1CCN(CC1)CCCCNC1=C2CN(C(C2=CC=C1)=O)C1C(NC(CC1)=O)=O 3-[4-[4-[4-[[4-[6-[5-(1-methylcyclopropoxy)-1H-indazol-3-yl]pyrimidin-4-yl]piperazin-1-yl]methyl]-1-piperidyl]butylamino]-1-oxo-isoindolin-2-yl]piperidine-2,6-dione